(1R,3S,5R)-2-(2-(3-acetyl-7-methyl-5-(2-methylpyrimidin-5-yl)-1H-pyrazolo[3,4-c]pyridin-1-yl)acetyl)-N-(6-bromo-3-methylpyridin-2-yl)-5-methyl-2-azabicyclo[3.1.0]hexane-3-carboxamide C(C)(=O)C1=NN(C2=C(N=C(C=C21)C=2C=NC(=NC2)C)C)CC(=O)N2[C@@H]1C[C@@]1(C[C@H]2C(=O)NC2=NC(=CC=C2C)Br)C